2-(2,2-dimethyl-5-oxo-1,3-dioxolan-4-yl)acetic acid CC1(OC(C(O1)CC(=O)O)=O)C